C(C1=CC=CC=C1)NCCNCC1=CC=CC=C1 N,N'-Dibenzyl-1,2-ethandiamin